6-(2-((2-oxaspiro[3.5]nonan-7-yl)amino)-6-fluoro-4-methoxypyrrolo[2,1-f][1,2,4]triazin-5-yl)-N-methylimidazo[1,2-a]pyrimidine-3-carboxamide C1OCC12CCC(CC2)NC2=NN1C(C(=N2)OC)=C(C(=C1)F)C=1C=NC=2N(C1)C(=CN2)C(=O)NC